3-(6-chloro-5-methoxy-1-oxoisoindolin-2-yl)piperidine-2,6-dione ClC1=C(C=C2CN(C(C2=C1)=O)C1C(NC(CC1)=O)=O)OC